tert-Butyl (R)-4-(((1S,2S)-2-((tert-butoxycarbonyl)amino)cyclohexyl)(methyl) amino)-3-(cyanomethyl)-4-oxobutanoate C(C)(C)(C)OC(=O)N[C@@H]1[C@H](CCCC1)N(C([C@@H](CC(=O)OC(C)(C)C)CC#N)=O)C